C(C)C1=C(C=CC(=N1)N1C(N(C2(C1)CCN(CC2)C(CO)=O)CC2=CC(=CC(=C2)OC)F)=O)C=2C=NNC2 3-(6-ethyl-5-(1H-pyrazol-4-yl)pyridin-2-yl)-1-(3-fluoro-5-methoxybenzyl)-8-(2-hydroxyacetyl)-1,3,8-triazaspiro[4.5]decan-2-one